ClC1=CC=C(C=C1)[C@H](C)NC(CN1N=CC=2N(C1=O)C=CC2)=O (S)-N-1-(4-chlorophenyl)ethyl-2-(4-oxopyrrolo[1,2-d][1,2,4]triazin-3(4H)yl)acetamide